N[C@@H](CCC(=O)O)C(=O)O.C(CCCC(=O)O)(=O)O Glutaric acid (glutamate)